5-methoxy-2-{4-methyl-9-[(3R)-1-methylpiperidin-3-yl]-5,7,8,9-tetrahydropyridazino[3,4-e][1,4]oxazepin-3-yl}phenol COC=1C=CC(=C(C1)O)C1=C(C2=C(N(CCOC2)[C@H]2CN(CCC2)C)N=N1)C